C(C)(=O)OC1=C(C=C(C=C1)\C=C\C)OC (E)-2-methoxy-4-(prop-1-en-1-yl)phenyl acetate